COCCC1=NC(=CC=C1N)[N+](=O)[O-] (2-methoxyethyl)-6-nitropyridin-3-amine